cetyl-tetramethylbenzyl-ammonium C(CCCCCCCCCCCCCCC)[NH2+]C(C1=C(C(=CC=C1)C)C)(C)C